FC1=CC=C(C=C1)C1=C(CCC(C1)(C)C)CN1CCN(CC1)C(=O)C=1C=C2CN(C(C2=CC1)=O)C1C(NC(CC1)=O)=O 3-(5-(4-((4'-fluoro-5,5-dimethyl-3,4,5,6-tetrahydro-[1,1'-biphenyl]-2-yl)methyl)piperazine-1-carbonyl)-1-oxoisoindolin-2-yl)piperidine-2,6-dione